C(CCCCCCCCCCCCCCC)C1(C2=CC3=C(C(C4=C3SC(=C4)\C=C/4\C(C3=CC=CC=C3C4=O)=C(C#N)C#N)(CCCCCCCCCCCCCCCC)CCCCCCCCCCCCCCCC)C=C2C=2SC(=CC21)\C=C/2\C(C1=CC=CC=C1C2=O)=C(C#N)C#N)CCCCCCCCCCCCCCCC 2,2'-((2Z,2'Z)-((4,4,9,9-tetrahexadecyl-4,9-dihydro-s-indaceno[1,2-b:5,6-b']dithiophene-2,7-diyl)bis-(methanylylidene))bis(3-oxo-2,3-dihydro-1H-indene-2,1-diylidene))dimalononitrile